ONC(\C=C\C1=CC=C(C=C1)S(=O)(=O)N1C=CC2=CC(=CC=C12)OCCCN1CCCCC1)=O (E)-N-Hydroxy-3-(4-((5-(3-(piperidin-1-yl)propoxy)-1H-indol-1-yl)sulfonyl)phenyl)acrylamide